(2S)-2-fluoro-2-[[(2S,5R)-3-methyl-7-oxo-2-(2-sulfamoylethoxycarbamoyl)-1,6-diazabicyclo[3.2.1]oct-3-en-6-yl]oxy]acetic acid lithium salt [Li+].F[C@@H](C(=O)[O-])ON1[C@@H]2C=C([C@H](N(C1=O)C2)C(NOCCS(N)(=O)=O)=O)C